2-chloro-6-(4-cyano-3-fluorophenyl)pyrimidine-4-carboxylic acid methyl ester COC(=O)C1=NC(=NC(=C1)C1=CC(=C(C=C1)C#N)F)Cl